NC1=CC=C(C=N1)OC=1C=C(C=CC1)NC(=O)NC1=CC(=CC=C1)Cl 1-(3-((6-aminopyridin-3-yl)oxy)phenyl)-3-(3-chlorophenyl)urea